(2RS,3SR)-3-(3,5-bis((tert-butyldimethylsilyl)oxy)phenyl)butan-2-ol [Si](C)(C)(C(C)(C)C)OC=1C=C(C=C(C1)O[Si](C)(C)C(C)(C)C)[C@@H]([C@@H](C)O)C |r|